((2S,5R)-5-ethyl-2-methyl-4-(1-(quinoxalin-6-yl)ethyl)piperazin-1-yl)-2,4-dihydro-5H-pyrazolo[4,3-B]pyridin-5-one C(C)[C@H]1N(C[C@@H](N(C1)N1N=C2C(NC(C=C2)=O)=C1)C)C(C)C=1C=C2N=CC=NC2=CC1